(S)-4-methyl-6-(((R)-2-methylazetidin-1-yl)methyl)-2-(1H-pyrazol-4-yl)-5,7-dihydro-3-oxa-1-thia-7-azaacenaphthylen-8(4H)-one C[C@@H]1OC2=C(SC=3C(NC(=C(C1)C32)CN3[C@@H](CC3)C)=O)C=3C=NNC3